7,11-dichloro-3-methoxydibenzo[b,f][1,4]oxazepine ClC=1C=CC2=C(OC3=C(C(=N2)Cl)C=CC(=C3)OC)C1